para-nitrophenol butyrate C(CCC)(=O)OC1=CC=C(C=C1)[N+](=O)[O-]